C(C)(C)(C)OC(=O)N1CC(C1)NC1=NC2=CC=C(C=C2C=C1)OCC(C=1N=NN(N1)CC1=CC=C(C=C1)OC)O 3-((6-(2-hydroxy-2-(2-(4-methoxy-benzyl)-2H-tetrazol-5-yl)ethoxy)quinolin-2-yl)amino)azetidine-1-carboxylic acid tert-butyl ester